ClC1=C(C=CC=C1Cl)SC=1N=CC(=NC1C)N[C@H]1C[C@@H](CC1)N (1R,3R)-N1-(5-((2,3-dichlorophenyl)thio)-6-methylpyrazin-2-yl)cyclopentane-1,3-diamine